N-(3-(2-(ethylsulfinyl)propionamido)-2,4-difluorophenyl)benzamide C(C)S(=O)C(C(=O)NC=1C(=C(C=CC1F)NC(C1=CC=CC=C1)=O)F)C